FC(C1(CC1)C(CC(=O)N[C@@H](C)C1=CC(=CC=C1)OC(F)(F)F)O)F 3-(1-(Difluoromethyl)cyclopropyl)-3-hydroxy-N-((S)-1-(3-(trifluoromethoxy)phenyl)ethyl)propanamide